C(#N)C=1C(=C(C=CC1)C1=CC(=NC=C1C(=O)O)C)OC 4-(3-cyano-2-methoxyphenyl)-6-methylnicotinic acid